5-[4-fluoro-4-(pyridin-2-yl)piperidine-1-carbonyl]-6-methyl-N-(1-methylcyclopropyl)furo[2,3-d]pyrimidin-4-amine FC1(CCN(CC1)C(=O)C1=C(OC=2N=CN=C(C21)NC2(CC2)C)C)C2=NC=CC=C2